CO[Si](CCCC(C(=O)N)=C)(OC)OC 3-(trimethoxysilyl)propyl-acrylamide